C1(CC1)C1=NOC(=N1)C1=C(SC(=C1C)C)NC(CSC(C(=O)O)(C)C)=O 2-((2-((3-(3-cyclopropyl-1,2,4-oxadiazol-5-yl)-4,5-dimethylthiophen-2-yl)amino)-2-oxoethyl)thio)-2-methylpropanoic acid